6-chloro-N-(3,4-difluorophenyl)-phenyl-2,3-dihydro-1H-pyrrolizine-7-carboxamide ClC1=CC=CC=C1C1CCN2C=CC(=C12)C(=O)NC1=CC(=C(C=C1)F)F